N=1NN=NC1CCN1N=C(C=C1)C=1C=NC(=C(C1)OC)OC 1-(2-(2H-tetrazol-5-yl)ethyl)-3-(5,6-dimethoxypyridine-3-yl)pyrazol